[Br-].C(CCCCCCCCCCCCC)N1CN(C=C1)CCCCCCCCCCCCCC 1,3-ditetradecyl-imidazole bromide